6-bromo-8-fluoro-3-(1-methylpiperidin-4-yl)imidazo[1,2-a]pyridine BrC=1C=C(C=2N(C1)C(=CN2)C2CCN(CC2)C)F